OCCCN(S(=O)(=O)N1C=NC=C1)C N-(3-hydroxypropyl)-N-methyl-1H-imidazole-1-sulfonamide